4-(3-Amino-1-(4-(4-hydroxypiperidin-1-yl)phenyl)-1H-pyrazol-5-yl)-2-fluorobenzonitrile NC1=NN(C(=C1)C1=CC(=C(C#N)C=C1)F)C1=CC=C(C=C1)N1CCC(CC1)O